(R)-2-(5-cyanopyrimidin-2-yl)-N-(3,5-dichloro-4-(2,6-dioxopiperidin-3-yl)benzyl)-2-methylpropanamide C(#N)C=1C=NC(=NC1)C(C(=O)NCC1=CC(=C(C(=C1)Cl)[C@@H]1C(NC(CC1)=O)=O)Cl)(C)C